3-bromo-6-chloro-2-[3-(difluoromethyl)-5-methyl-pyrazol-1-yl]pyridine BrC=1C(=NC(=CC1)Cl)N1N=C(C=C1C)C(F)F